CC(C(O)C=1OC(=CC1)C)CC=C(CC)C 2,5-dimethyl-1-(5-methylfuran-2-yl)hept-4-en-1-ol